3-(6-[4-Hydroxytetrahydropyran-4-yl]pyridine-2-ylmethyl)-7-phenyl-3H-[1,2,3]triazolo[4,5-d]pyrimidin-2-amine OC1(CCOCC1)C1=CC=CC(=N1)CN1N(NC2=C1N=CN=C2C2=CC=CC=C2)N